2-({8-cyano-3-oxo-1H,2H,3H-benzo[e]isoindol-2-yl}methyl)prop-2-enamide C(#N)C=1C=CC2=C(C=3CN(C(C3C=C2)=O)CC(C(=O)N)=C)C1